CN(C(C1=C(C=CC=C1)N1N=C(C=C1)[N+](=O)[O-])=O)C N,N-dimethyl-2-(3-nitro-1H-pyrazol-1-yl)benzamide